1-(4-ethoxy-2-fluorophenyl)-6-methylisoquinoline-1,5-diamine C(C)OC1=CC(=C(C=C1)C1(NC=CC=2C(=C(C=CC12)C)N)N)F